C(C)N(CCN(C(OCCCCCC)=O)C(=O)C1=C(NC(=C1C)C=C1C(NC2=CC=C(C=C12)F)=O)C)CC hexyl 2-(diethylamino)ethyl(5-((5-fluoro-2-oxoindolin-3-ylidene)methyl)-2,4-dimethyl-1H-pyrrole-3-carbonyl)carbamate